FC1=CC=2C=3N(C(=NC2C=C1)N[C@H]1C(NCCCC1)=O)N=C(N3)C3=CC=C(C=C3)OC (3R)-3-{[9-fluoro-2-(4-methoxyphenyl)[1,2,4]triazolo[1,5-c]quinazolin-5-yl]amino}azepan-2-one